5-(4-aminophenyl)-1-methylpyridin-2(1H)-one NC1=CC=C(C=C1)C=1C=CC(N(C1)C)=O